(S)-1-methyl-2-((3-(2-oxo-1-(p-tolyl)-1,2-dihydro-3H-imidazo[4,5-b]pyridin-3-yl)pyrrolidin-1-yl)methyl)-1H-imidazole-5-carboxylic acid tert-butyl ester C(C)(C)(C)OC(=O)C1=CN=C(N1C)CN1C[C@H](CC1)N1C(N(C=2C1=NC=CC2)C2=CC=C(C=C2)C)=O